OC1=C(C=CC=C1)C(CC)(C1=C(C=CC=C1)O)C1=C(C=CC=C1)O 1,1,1-tris-(hydroxyphenyl)-propane